CN(C(=O)C1=C(C(=C(C(=C1F)F)S(=O)(=O)Cl)F)F)C 4-(dimethylcarbamoyl)-2,3,5,6-tetrafluorobenzenesulfonyl chloride